OC1=CC=C(C=C1C=O)C1=CC=CC=C1 4-hydroxy-5-formyl-1,1'-biphenyl